3-(2-Propynyloxy)propanol C(C#C)OCCCO